ClC1=CC(=C(C=C1C#N)NS(=O)(=O)C=1C=C(C(=O)O)C=CC1C1CC1)O[C@@H]1C[C@@H](C1)O 3-(N-(4-chloro-5-cyano-2-(cis-3-hydroxycyclobutoxy)phenyl)sulfamoyl)-4-cyclopropylbenzoic acid